[Si](C)(C)(C(C)(C)C)OCC1=NC=2CCN(CC2C=C1)C(CO)(C)C 2-((((tert-butyldimethylsilyl)oxy)methyl)-7,8-dihydro-1,6-naphthyridin-6(5H)-yl)-2-methylpropan-1-ol